[C@@H]1(CC=CCC1)NC(OCC1=CC=CC=C1)=O benzyl (R)-cyclohex-3-en-1-ylcarbamate